m-xylylenebisbehenic acid amide C1(=CC(=CC=C1)CCCCCCCCCCCCCCCCCCCCCCC(=O)N)CCCCCCCCCCCCCCCCCCCCCCC(=O)N